NC=1C2=C(N=CN1)N(C(=C2C(=O)NC2=CC=C(C=C2)COC)C#CC2=CN=CS2)C2(CC2)C 4-amino-N-[4-(methoxymethyl)phenyl]-7-(1-methylcyclopropyl)-6-(thiazol-5-ylethynyl)-7H-pyrrolo[2,3-d]pyrimidine-5-carboxamide